N-(o-tolylsulfonyl)-6-[3-[(2,2,3,3-tetramethylcyclopropyl)methoxy]pyrazol-1-yl]-2-[(4S)-2,2,4-trimethylpyrrolidin-1-yl]pyridine-3-carboxamide C1(=C(C=CC=C1)S(=O)(=O)NC(=O)C=1C(=NC(=CC1)N1N=C(C=C1)OCC1C(C1(C)C)(C)C)N1C(C[C@@H](C1)C)(C)C)C